[Cr].[W] tungsten-chromium